COC1=NC=CC=C1N1C[C@H]([C@@H](C1)C1=CC=CC=C1)NC(N)=O 3-((3S,4R)-1-(2-methoxypyridin-3-yl)-4-phenylpyrrolidin-3-yl)urea